9,9-bis[4-(2-hydroxyethyl)phenyl]-9H-fluorene OCCC1=CC=C(C=C1)C1(C2=CC=CC=C2C=2C=CC=CC12)C1=CC=C(C=C1)CCO